2-(2,6-dioxo-3-piperidyl)-4-hydroxy-1-oxo-isoindoline-5-carbonitrile O=C1NC(CCC1N1C(C2=CC=C(C(=C2C1)O)C#N)=O)=O